C(C)(=O)N1CCN(CC1)C=1C=CC(=NC1)N1N=CC(=C1)C(=O)NC1=CC(=CC(=C1)NS(=O)(=O)C)Br 1-(5-(4-Acetylpiperazin-1-yl)pyridin-2-yl)-N-(3-bromo-5-(methylsulfonylamino)phenyl)-1H-pyrazole-4-carboxamide